C1(=CC=CC=C1)C(C)C1=C(C(=CC=C1)C)C Phenyl-Xylylethane